(2-chloro-2-fluoro-acetyl)-[[(2S)-4-methyl-2-[[(E)-3-phenylprop-2-enoyl]amino]pentanoyl]amino]propanamide ClC(C(=O)C(C(=O)N)(C)NC([C@H](CC(C)C)NC(\C=C\C1=CC=CC=C1)=O)=O)F